F[C@@H]1[C@H](C1)C1=NC(=NO1)C=1C=CC(=C(C1)NC(=O)C1=CN=C2N1C=CC=C2)C N-(5-(5-((1R,S)-2-fluorocyclopropyl)-1,2,4-oxadiazol-3-yl)-2-methylphenyl)imidazo[1,2-a]pyridine-3-carboxamide